C1=C2C(=NC=N1)COC=1C=C(C=CC12)CO (5H-chromeno[3,4-d]pyrimidin-8-yl)methanol